BrC1=CC(=C(C(=C1)C(C)(C)C)O)C(C)(C)C 4-bromo-2,6-di(t-butyl)phenol